NC(CC(=O)O)C(=O)NC(C)CC(C)C 3-amino-4-(4-methylpent-2-ylamino)-4-oxobutanoic acid